[2,2-bis(3-oxobutanoyloxymethyl) butyl] adipate C(CCCCC(=O)[O-])(=O)OCC(CC)(COC(CC(C)=O)=O)COC(CC(C)=O)=O